2-[4-[(dimethylamino)methyl]phenyl]-5,6-dihydroimidazo[4,5,1-jk][1,4]benzodiazepin-7(4H)-one CN(C)CC1=CC=C(C=C1)C1=NC2=CC=CC=3C(NCCN1C32)=O